C(C)OC(C1=C(N=CC=C1)CSCC=1N=NN(N1)C)=O ((((2-methyl-2H-tetrazol-5-yl)methyl)thio)methyl)nicotinic acid ethyl ester